C1N(CCC2=CC=CC=C12)C(=O)C=1N=C2N(N1)[C@@H](C[C@@H]2F)C2=CC=CC=C2 |r| 3,4-Dihydro-1H-isochinolin-2-yl-[rac-(5S,7S)-7-fluoro-5-phenyl-6,7-dihydro-5H-pyrrolo[1,2-b][1,2,4]triazol-2-yl]methanon